CC=1C(=NOC1)C=1C(=NC(=NC1)O)O 5-(4-methylisoxazol-3-yl)pyrimidine-2,4-diol